C(N)(=O)C=1C=C(C(=C2C3=C(NC12)CCCCC3)N3C[C@H](CCC3)NC(OC(C)(C)C)=O)F tert-butyl (S)-(1-(4-carbamoyl-2-fluoro-5,6,7,8,9,10-hexahydrocyclohepta[b]indol-1-yl)piperidin-3-yl)carbamate